FC1(CN(CC1(C)C)C=1C(=NN2C1C=NC=C2C(F)(F)F)C=2C(=NC(=NC2)OC)OC)F (3,3-difluoro-4,4-dimethyl-pyrrolidin-1-yl)-2-(2,4-dimethoxypyrimidin-5-yl)-7-(trifluoromethyl)pyrazolo[1,5-a]pyrazine